C(#N)[C@H](C[C@H]1C(NC(C1)(C)C)=O)NC(=O)[C@@H]1[C@H]2C([C@H]2CN1C(=O)OCC1=CC=CC=C1)(C)C benzyl (1R,2S,5S)-2-[[(1S)-1-cyano-2-[(3R)-5,5-dimethyl-2-oxo-pyrrolidin-3-yl]ethyl]carbamoyl]-6,6-dimethyl-3-azabicyclo[3.1.0]hexane-3-carboxylate